[Sm+3].[O-2].[Ca+2] calcium oxide samarium